NC1=CC2=C(N(C(S2)=O)C)C(=C1)F 6-amino-4-fluoro-3-methylbenzo[d]thiazol-2(3H)-one